BrCC=1SC2=C(C(=NC=C2)NC=2C(=C(C=CC2)C2=CC=CC=C2)Cl)N1 2-(bromomethyl)-N-(2-chloro-[1,1'-biphenyl]-3-yl)thiazolo[4,5-c]pyridin-4-amine